methyl 4-(3-((6-chloro-4-methoxypyridin-3-yl)carbamoyl)-3-(2-isopropylphenyl)azetidin-1-yl)-2,2-dimethyl-4-oxobutanoate ClC1=CC(=C(C=N1)NC(=O)C1(CN(C1)C(CC(C(=O)OC)(C)C)=O)C1=C(C=CC=C1)C(C)C)OC